s-butanol CCC(C)O